3,5-diamino-6-chloro-N-(N-(4-(4'-(3-oxo-3-((2-(((2S,3R,4R,5R)-2,3,4,5,6-pentahydroxyhexyl)amino)ethyl)amino)propyl)-[1,1'-biphenyl]-4-yl)butyl)carbamimidoyl)pyrazine-2-carboxamide NC=1C(=NC(=C(N1)N)Cl)C(=O)NC(NCCCCC1=CC=C(C=C1)C1=CC=C(C=C1)CCC(NCCNC[C@@H]([C@H]([C@@H]([C@@H](CO)O)O)O)O)=O)=N